C(C)C1=C(C=CC(=C1F)F)[C@@H]1[C@@H](O[C@@]([C@H]1C)(C(F)(F)F)C)C(=O)NC1=CC(=NC=C1)C(=O)N 4-[[(2R,3R,4S,5S)-3-(2-Ethyl-3,4-difluoro-phenyl)-4,5-dimethyl-5-(trifluoromethyl)tetrahydrofuran-2-carbonyl]amino]pyridin-2-carboxamid